BrC=1C=CC(=C(CN2CC(C2)OC)C1)OC 1-(5-bromo-2-methoxybenzyl)-3-methoxyazetidine